3,5-bis(tert-butyl)-4-hydroxybenzoyl chloride C(C)(C)(C)C=1C=C(C(=O)Cl)C=C(C1O)C(C)(C)C